6-METHYLPYRAZINE-2-CARBOXALDEHYDE CC1=CN=CC(=N1)C=O